N-(2-((Butylamino)methyl)quinolin-8-yl)-4-(trifluoromethyl)benzenesulfonamide C(CCC)NCC1=NC2=C(C=CC=C2C=C1)NS(=O)(=O)C1=CC=C(C=C1)C(F)(F)F